alpha-ketoglutarate disodium dihydrate O.O.[Na+].[Na+].O=C(C(=O)[O-])CCC(=O)[O-]